COC(=O)C1=CC(=NN1)C#N 3-cyano-1H-pyrazole-5-carboxylic acid methyl ester